(S)-2-((1-(2-(4,4-dimethylcyclohexyl)-7-methyl-4-oxo-4H-pyrido[1,2-a]pyrimidin-9-yl)ethyl)amino)benzoic acid CC1(CCC(CC1)C=1N=C2N(C(C1)=O)C=C(C=C2[C@H](C)NC2=C(C(=O)O)C=CC=C2)C)C